8-bromo-N-(2,3-dihydrobenzo[b][1,4]dioxin-6-yl)-N-(3,4,5-trimethoxyphenyl)acetamide BrC1=CC(=CC2=C1OCCO2)N(C(C)=O)C2=CC(=C(C(=C2)OC)OC)OC